octyl phosphonate potassium salt [K+].P(OCCCCCCCC)([O-])=O